ClC1=CC=C(C=C1)C=1N=C2N(C=CC=C2)C1CN1C2CN(CC1CC2)C(=O)OC(C)(C)C tert-Butyl 8-{[2-(4-chlorophenyl)imidazo[1,2-a]pyridin-3-yl]methyl}-3,8-diazabicyclo[3.2.1]octane-3-carboxylate